C(C=C)(=O)OCCCCCCCCCCCC[Si](F)(F)F acryloyloxydodecyltrifluorosilane